ClC=1C=C(C=NC1N1N=CC=N1)NC(=O)C=1C=NN(C1C(F)(F)F)C1=C2C=CC(=NC2=CC=C1)[C@@H]1OCCC1 (R)-N-(5-Chloro-6-(2H-1,2,3-triazol-2-yl)pyridin-3-yl)-1-(2-(tetrahydrofuran-2-yl)chinolin-5-yl)-5-(trifluoromethyl)-1H-pyrazol-4-carboxamid